methyl 7-(1-(adamantan-1-ylmethyl)-5-methyl-1H-pyrazol-4-yl)-4-(6-nitropyridin-3-yl)-3,4-dihydro-2H-pyrido[3,2-b][1,4]oxazine-8-carboxylate C12(CC3CC(CC(C1)C3)C2)CN2N=CC(=C2C)C2=C(C=3OCCN(C3N=C2)C=2C=NC(=CC2)[N+](=O)[O-])C(=O)OC